(S)-5-(2-((5,6-diethyl-2,3-dihydro-1H-inden-2-yl)amino)-1-hydroxyethyl)-8-((5-fluoro-2-methylbenzyl)oxy)quinoline C(C)C=1C=C2CC(CC2=CC1CC)NC[C@@H](O)C1=C2C=CC=NC2=C(C=C1)OCC1=C(C=CC(=C1)F)C